3-methyl-1-penten-4,5-diol CC(C=C)C(CO)O